C(C)C1=NN(C2=C1C(NCC1(CCOCC1)C2)=O)C[C@H](COC(C2=CC(=C(C=C2)C(F)(F)F)F)=O)C 3-Fluoro-4-(trifluoromethyl)benzoic acid [(2R)-3-(3-ethyl-4-oxo-spiro[6,8-dihydro-5H-pyrazolo[4,3-c]azepin-7,4'-tetrahydropyran]-1-yl)-2-methyl-propyl] ester